O=C1CCC=2C(=CC=NC2N1)C=1C=C(CNC(OC(C)(C)C)=O)C=CC1 tert-butyl (3-(7-oxo-5,6,7,8-tetrahydro-1,8-naphthyridin-4-yl)benzyl)carbamate